FC(CN1CCCCC1)(F)F (2,2,2-trifluoroethyl)piperidine